FC1=C(C(=CC(=C1)C1=NN(C=C1)C1=CC=CC=C1)/C=N/N1CCN(CC1)C)O (E)-2-fluoro-6-(((4-methylpiperazin-1-yl)imino)methyl)-4-(1-phenyl-1H-pyrazol-3-yl)phenol